FC1=C(CN2C(C3=C(C(=C2)C(=O)N[C@@H]2[C@H](CCCC2)O)SC=C3)=O)C(=CC(=C1)C=1C3=CN(N=C3C=CC1)C)F 5-(2,6-difluoro-4-(2-methyl-2H-indazol-4-yl)benzyl)-N-((1S,2S)-2-hydroxycyclohexyl)-4-oxo-4,5-dihydrothieno[3,2-c]pyridine-7-carboxamide